NN1C(=NC(=C1C(=O)N)C1=CC=C(C=C1)C(NC1=NC=CC=C1)=O)[C@H]1N(CCC1)CC#CC (S)-1-amino-2-(1-(but-2-ynyl)pyrrolidin-2-yl)-4-(4-(pyridin-2-ylcarbamoyl)phenyl)-1H-imidazole-5-carboxamide